C1(=C(C(=CC=C1)C(=O)O)C(=O)O)C(=O)O.BrC1=C(C(C(=O)O)=CC(=C1)Br)O.BrC1=C(C(C(=O)O)=CC(=C1)Br)O.BrC1=C(C(C(=O)O)=CC(=C1)Br)O tris(3,5-dibromosalicylic acid) benzenetricarboxylate